C(=O)C1=C(N(C2=NC=CC=C21)C)C(=O)OCC ethyl 3-formyl-1-methyl-1H-pyrrolo[2,3-b]pyridine-2-carboxylate